C(C)(C)(C)OC(=O)N1C(=C(C2=CC(=CC=C12)NC1CCC2(OCCO2)CC1)C(C)C)C1=CC(=C(C=C1)OC)OC 5-(1,4-dioxaspiro[4.5]decan-8-ylamino)-2-(3,4-dimethoxyphenyl)-3-isopropyl-1H-indole-1-carboxylic acid tert-butyl ester